ClC=1C=C(C=C(C1F)Cl)C1(CC(=NO1)N1CC=2C=NC(=CC2C1)C(=O)NC(C)C)C(F)(F)F 2-(5-(3,5-dichloro-4-fluorophenyl)-5-(trifluoromethyl)-4,5-dihydroisoxazol-3-yl)-N-isopropyl-2,3-dihydro-1H-pyrrolo[3,4-c]pyridine-6-carboxamide